2-(4-(4-benzoyl-2,6-dimethylphenoxy)-3,5-dichlorophenoxy)acetic acid C(C1=CC=CC=C1)(=O)C1=CC(=C(OC2=C(C=C(OCC(=O)O)C=C2Cl)Cl)C(=C1)C)C